1-(5-ethynyl-2-((8-(((1,1,1,3,3,3-hexafluoropropan-2-yl)oxy)carbonyl)-1,8-diazaspiro[4.5]decan-1-yl)methyl)phenyl)piperidine-4-carboxylic acid C(#C)C=1C=CC(=C(C1)N1CCC(CC1)C(=O)O)CN1CCCC12CCN(CC2)C(=O)OC(C(F)(F)F)C(F)(F)F